1-methyl-3-(3-sulfopropyl)imidazole CN1CN(C=C1)CCCS(=O)(=O)O